C(C=C)(=O)NC=1C(=CC(=C(C1)NC1=NC=C(C(=N1)NC1=C(C=CC=C1)C1=NN(C=C1)C)C(=O)OC(C)C)OC)N([C@@H]1CN(CC1)C)C Isopropyl (S)-2-((5-acrylamido-2-methoxy-4-(methyl(1-methylpyrrolidin-3-yl)amino)phenyl)amino)-4-((2-(1-methyl-1H-pyrazol-3-yl)phenyl)amino)pyrimidin-5-carboxylate